ClC=1C=C(C=C(C1)F)NC=1C2=C(N=CN1)C=CC(=N2)N2CC1(CCN1C(C=C)=O)C2 1-(6-(4-((3-chloro-5-fluorophenyl)amino)pyrido[3,2-d]pyrimidin-6-yl)-1,6-diazaspiro[3.3]heptan-1-yl)prop-2-en-1-one